bis(2,4,4-trimethylpentyl) phosphate P(=O)(OCC(CC(C)(C)C)C)(OCC(CC(C)(C)C)C)[O-]